5-[4-[2-[(3R)-tetrahydrofuran-3-yl]oxyethoxy]phenoxy]imidazo[1,5-a]pyridine-7-carboxamide O1C[C@@H](CC1)OCCOC1=CC=C(OC2=CC(=CC=3N2C=NC3)C(=O)N)C=C1